C1(CC1)C1=NC=NC(=C1C=1N=C(C2=C(N1)N=CC=C2)OC(C)C2=CC=C(C=C2)C=2N(C=C(N2)C(F)(F)F)C)OC 2-(4-cyclopropyl-6-methoxypyrimidin-5-yl)-4-(1-(4-(1-methyl-4-(trifluoromethyl)-1H-imidazol-2-yl)phenyl)ethoxy)pyrido[2,3-d]pyrimidine